2,4-dichlorophenoxyacetic acid ethyl ester C(C)OC(COC1=C(C=C(C=C1)Cl)Cl)=O